C1(CC1)[C@@H](C)C=1C=C(C=CC1)O 3-[(1R)-1-cyclopropylethyl]phenol